7-fluoro-8-cyclopropyl-3-methoxyisoquinoline FC1=CC=C2C=C(N=CC2=C1C1CC1)OC